FC1=CC(=CC2=CC=3C[C@@](CCC3N=C12)(C(C)C)F)C(=O)N[C@H](CC[NH+]1C(CCCC1)C)C=1C=NC(=CC1)C1=CN=NC=C1 |r| rac-(7S)-4,7-difluoro-7-isopropyl-N-[rac-(1R)-3-(2-methylpiperidin-1-ium-1-yl)-1-(6-pyridazin-4-yl-3-pyridyl)propyl]-6,8-dihydro-5H-acridine-2-carboxamide